C(C(=O)O)(=O)O.O1C(C(CC1)CO)CO tetrahydrofurandimethanol oxalate